C(C(C)C)N1CC2(C1)CC(C2)N2CCC(CC2)C=2C=C(C1=C(N(C(=N1)C1=CC=C(C=C1)S(=O)(=O)C)C)C2)C 6-(1-(2-isobutyl-2-azaspiro[3.3]heptan-6-yl)piperidin-4-yl)-1,4-dimethyl-2-(4-(methylsulfonyl)phenyl)-1H-benzo[d]imidazole